fluoro-5-(5-((1-methylcyclopropyl)ethynyl)-3,4-dihydro-1,8-naphthyridin-1(2H)-yl)-[1,2,4]triazolo[4,3-a]quinazoline FC1=NN=C2N1C1=CC=CC=C1C(=N2)N2CCCC1=C(C=CN=C21)C#CC2(CC2)C